C(C)C1=CC2=C(C3=CC=CC=C3C(=C2C=C1)OC(CC(=O)OC(C)(C)C)C)OC(CC(=O)OC(C)(C)C)C 2-ethyl-9,10-bis(tert-butoxycarbonylpropyleneoxy)anthracene